2-(7-methyl-1-oxo-2-azaspiro[3.5]nonan-2-yl)glutaric acid CC1CCC2(CN(C2=O)C(C(=O)O)CCC(=O)O)CC1